6-((1R,2R)-2-(3-Fluoropyridin-2-yl)cyclobutyl)-4-oxo-1-((R)-1-(6-(trifluoromethyl)pyridin-3-yl)ethyl)-4,5-dihydro-1H-pyrazolo[3,4-d]pyrimidin-3-carbonitril FC=1C(=NC=CC1)[C@H]1[C@@H](CC1)C=1NC(C2=C(N1)N(N=C2C#N)[C@H](C)C=2C=NC(=CC2)C(F)(F)F)=O